ClC1=C(C=C2C(=NC(N3C2=C1SC[C@@H](C3)C3=NC=CC=C3)=O)N3C[C@@H](N([C@@H](C3)C)C(=O)OC(C)(C)C)C)C(F)(F)F tert-butyl (2S,6R)-4-((S)-11-chloro-6-oxo-3-(pyridin-2-yl)-10-(trifluoromethyl)-3,4-dihydro-2H,6H-[1,4]thiazepino[2,3,4-ij]quinazolin-8-yl)-2,6-dimethylpiperazine-1-carboxylate